8-bromo-N2-pentyl-9-(tetrahydro-2H-pyran-2-yl)-9H-purine-2,6-diamine BrC=1N(C2=NC(=NC(=C2N1)N)NCCCCC)C1OCCCC1